C(CCCCCCC)OC(CCC1=CC(=C(C(=C1)N1N=C2C(=N1)C=CC=C2)O)C(C)(C)C)=O octyl-3-[3-(1,1-dimethylethyl)-4-hydroxy-5-(2H-benzotriazol-2-yl)phenyl]propionate